2-chlorooxazole-4-carbonitrile ClC=1OC=C(N1)C#N